3-methyl-1,5-cyclohexanediol CC1CC(CC(C1)O)O